4-(3-fluorobenzyl)-N-((S)-7-((R)-3-hydroxy-4-oxo-4-(pyrrolidin-1-yl)butoxy)-5-methyl-4-oxo-2,3,4,5-tetrahydrobenzo[b][1,4]oxazepin-3-yl)-1H-pyrazole-1-carboxamide FC=1C=C(CC=2C=NN(C2)C(=O)N[C@@H]2C(N(C3=C(OC2)C=CC(=C3)OCC[C@H](C(N3CCCC3)=O)O)C)=O)C=CC1